C(C)SC(=C)SCC 1,1-Bis(ethylthio)ethene